2-hydroxy-3-phenyl-propanoate OC(C(=O)[O-])CC1=CC=CC=C1